C=1(C(=CC=CC1)C(=O)OC)C methyl ortho-toluate